3-(7-fluoro-1-methyl-6-(1-(((3R,4S)-3-methylpiperidin-4-yl)methyl)piperidin-4-yl)-1H-indazol-3-yl)piperidine-2,6-dione FC=1C(=CC=C2C(=NN(C12)C)C1C(NC(CC1)=O)=O)C1CCN(CC1)C[C@@H]1[C@H](CNCC1)C